N-[1-[2-[2,5-bis(chloranyl)phenoxy]acetyl]azetidin-3-yl]-2,3,4,5-tetrakis(fluoranyl)-6-methylsulfanyl-benzamide ClC1=C(OCC(=O)N2CC(C2)NC(C2=C(C(=C(C(=C2SC)F)F)F)F)=O)C=C(C=C1)Cl